FC1(CC2(C1)C[C@@H](N(CC2)CC2=C1C=CN(C1=C(C=C2C)C)C(=O)OC(C)(C)C)C=2C=NC(=CC2)C(=O)OC)F |r| Racemic-tert-butyl 4-((2,2-difluoro-6-(6-(methoxycarbonyl)pyridin-3-yl)-7-azaspiro[3.5]nonan-7-yl)methyl)-5,7-dimethyl-1H-indole-1-carboxylate